OC1=NC(=NC(=C1)O)C(F)F 4,6-dihydroxyl-2-(difluoromethyl)pyrimidine